N-[(2S)-4-(3,3-difluoropiperidin-1-yl)-1-(4H-1,2,4-triazol-3-yl)butan-2-yl]-1-(pyridin-2-yl)-5-[2-(trifluoromethyl)phenyl]-1H-pyrazole-3-carboxamide FC1(CN(CCC1)CC[C@@H](CC1=NN=CN1)NC(=O)C1=NN(C(=C1)C1=C(C=CC=C1)C(F)(F)F)C1=NC=CC=C1)F